4-(Benzo[d][1,3]dioxin-5-yl)-6-(1,3,4,5-tetrahydro-2H-benzo[c]azepin-2-yl)pyrimidin-2-amine O1COCC2=C1C=CC=C2C2=NC(=NC(=C2)N2CC1=C(CCC2)C=CC=C1)N